ClC1=C(C=C(C=C1)F)[C@H]1NC(C2=CC(=CC(=C12)NC(C1=CC(=CC(=C1)C(F)(F)F)F)=O)C=1C=CC=2N(C1)N=CN2)=O (S)-N-[3-(2-chloro-5-fluorophenyl)-1-oxo-6-{[1,2,4]triazolo[1,5-a]pyridin-6-yl}-2,3-dihydro-1H-isoindol-4-yl]-3-fluoro-5-(trifluoromethyl)benzamide